1-methyl-3-(trifluoromethyl)pyrazol-4-amine CN1N=C(C(=C1)N)C(F)(F)F